C(C)OC(C1=CC=C(C=C1)N1CCC(CC1)C(N)=O)=O 4-(4-carbamoyl-piperidin-1-yl)benzoic acid ethyl ester